C(#N)N1CC=2NN=C(C2C1)C=1C=C(C=CC1)NS(=O)(=O)C1CC1 N-(3-(5-cyano-1,4,5,6-tetrahydropyrrolo[3,4-c]pyrazol-3-yl)phenyl)cyclopropanesulfonamide